5-ethyl-5H-pyrido[3,2-b]indole-8-carboxylic acid C(C)N1C2=C(C=3C=C(C=CC13)C(=O)O)N=CC=C2